6-(8-(5-(5-fluoropyridin-3-yl)-4,5-dihydro-1H-pyrazole-1-carbonyl)-5-azaspiro[2.5]oct-5-yl)pyrimidine-4-carbonitrile FC=1C=C(C=NC1)C1CC=NN1C(=O)C1CCN(CC12CC2)C2=CC(=NC=N2)C#N